3-(((2-chloro-9H-purin-6-yl)amino)methyl)-4,6-dimethylpyridin-2(1H)-one ClC1=NC(=C2N=CNC2=N1)NCC=1C(NC(=CC1C)C)=O